((5-bromo-2-methyl-1,2,3,4-tetrahydroisoquinolin-7-yl)amino)-5-((2-fluorophenyl)amino)-1,2,4-triazine-6-carboxamide BrC1=C2CCN(CC2=CC(=C1)NC=1N=NC(=C(N1)NC1=C(C=CC=C1)F)C(=O)N)C